CCCCCCCCCCCCCCCCCC(=O)OC[C@H](COP(=O)([O-])OCC[N+](C)(C)C)OC(=O)CCCCCCCCCCCCCC/C=C\C 1-octadecanoyl-2-(16Z-octadecenoyl)-sn-glycero-3-phosphocholine